3,3-dichlorobenzoic acid ClC1(CC(C(=O)O)=CC=C1)Cl